CC=1C(=NC=CC1)P(C1=C(C=CC=C1)C=CC1=CC=CC=C1)(C1=CC=CC=C1)=O (3-methylpyridin-2-yl)(phenyl)(2-styrylphenyl)phosphine oxide